C(C=C)(=O)N1[C@H](CN(CC1)C1=NC(=NC=2C[C@@H](CCC12)N1C(CCC2=CC=C(C=C12)F)=O)N1C[C@H](CC1)N(C)C)CC#N 2-((S)-1-Acryloyl-4-((R)-2-((S)-3-(dimethylamino)pyrrolidin-1-yl)-7-(7-fluoro-2-oxo-3,4-dihydroquinolin-1(2H)-yl)-5,6,7,8-tetrahydroquinazolin-4-yl)piperazin-2-yl)acetonitrile